N[C@H]1[C@@H]2N(C[C@H]1CC2)C(=O)C2=CC1=C(N(C(=N1)C1=CC=3C(=NC(=CC3)C3=CC=C(C=C3)CC(=O)N)N1CC1CC1)C)C(=C2)OC 2-[4-(2-{5-[(1R,4R,7R)-7-amino-2-azabicyclo[2.2.1]heptane-2-carbonyl]-7-methoxy-1-methyl-1H-1,3-benzodiazol-2-yl}-1-(cyclopropylmethyl)-1H-pyrrolo[2,3-b]pyridin-6-yl)phenyl]acetamide